C(C(OCC)O)O 1,2-diethylene glycol